C(C)(C)(C)OC tert.butylmethylether